CC=1C=2N(C=CN1)C(=NC2C2=CC=C(C=C2)OC=2C=C(C=CC2)C)[C@H]2N(CCCC2)C(C#CC)=O (S)-1-(2-(8-methyl-1-(4-(m-tolyloxy)phenyl)imidazo[1,5-a]pyrazin-3-yl)piperidin-1-yl)but-2-yn-1-one